OCCOC1=C(C=C(C=N1)C=1C=C(C=CC1C)NC(=O)N1C[C@@H](CC1)C(F)(F)F)N1CCOCC1 (3R)-N-[3-[6-(2-hydroxyethoxy)-5-(morpholin-4-yl)pyridin-3-yl]-4-methylphenyl]-3-(trifluoromethyl)pyrrolidine-1-carboxamide